2-[(4-Bromo-2,6-difluoro-phenyl)-hydroxy-methylene]malononitrile BrC1=CC(=C(C(=C1)F)C(=C(C#N)C#N)O)F